2-(furan-2-ylmethylene)-3-(1,3-dioxolan-2-yl)-propionic acid methyl ester COC(C(CC1OCCO1)=CC=1OC=CC1)=O